O=C(CCOCC1NCC1)N1CC2N(CC1)C1=C(N2)C=C(C=N1)C(F)(F)F 2-((3-oxo-3-(3-(trifluoromethyl)-5a,6,8,9-tetrahydropyrido[3',2':4,5]imidazo[1,2-a]pyrazin-7(5H)-yl)propoxy)methyl)azetidin